C(C)OC(NSCNC1=CC(=CC=C1)CNC(=O)OC(C)(C)C)=O N-[[3-[(tert-butoxycarbonylamino)methyl]phenyl]aminomethylthio]carbamic acid ethyl ester